6-chloro-N-(5-ethyl-4-methoxy-pyrimidin-2-yl)-1H-indole-3-sulfonic acid amide ClC1=CC=C2C(=CNC2=C1)S(=O)(=O)NC1=NC=C(C(=N1)OC)CC